CC=1C=C2C(=CC(=C(C2=CC1)OC(C=C)=O)N(C)C)OC(=O)OC 6-methyl-2-dimethylamino-4-methoxycarbonyloxy-1-acryloyloxynaphthalene